(R)-N-(3,3-difluoro-1-(oxetan-3-yl)piperidin-4-yl)-6-fluoro-5-(1-(3-fluoropropyl)-1H-benzo[d][1,2,3]triazol-6-yl)-4-methoxypyrrolo[2,1-f][1,2,4]triazin-2-amine FC1(CN(CC[C@H]1NC1=NN2C(C(=N1)OC)=C(C(=C2)F)C=2C=CC1=C(N(N=N1)CCCF)C2)C2COC2)F